2-methoxy-4-(3-oxotetradec-4-enyl)phenolate COC1=C(C=CC(=C1)CCC(C=CCCCCCCCCC)=O)[O-]